COC([C@H](C[C@H]1C(NCC1)=O)N)=O (2S)-2-amino-3-[(3S)-2-oxopyrrolidin-3-yl]propionic acid methyl ester